C(C)(=O)N(CCN(C(C)=O)C(C)=O)C(C)=O tetraacetyl-ethylene-diamine